1-(5-fluoro-1-methyl-6-(piperazin-1-yl)-1H-indazol-3-yl)dihydropyrimidine-2,4(1H,3H)-dione trifluoroacetate FC(C(=O)O)(F)F.FC=1C=C2C(=NN(C2=CC1N1CCNCC1)C)N1C(NC(CC1)=O)=O